2,6-dimethyl-4-bromobiphenyl CC1=C(C(=CC(=C1)Br)C)C1=CC=CC=C1